2-(6-{5-chloro-2-[(oxacyclohex-4-yl)amino]pyrimidin-4-yl}-1-oxo-2,3-dihydro-1H-isoindol-2-yl)-N-(4,4-difluorocyclohexyl)acetamide ClC=1C(=NC(=NC1)NC1CCOCC1)C1=CC=C2CN(C(C2=C1)=O)CC(=O)NC1CCC(CC1)(F)F